CC(CCCCCCC(=O)O)(C)C 8,8-dimethyl-nonanoic acid